cis-propenyl-boric acid C(=C/C)/OB(O)O